4-chloro-6-[(3R,5R)-3,5-dimethylpiperazin-1-yl]-N-(8-fluoro-2-methyl-imidazo[1,2-a]pyridin-6-yl)-1H-pyrazolo[3,4-b]pyridin-3-amine ClC1=C2C(=NC(=C1)N1C[C@H](N[C@@H](C1)C)C)NN=C2NC=2C=C(C=1N(C2)C=C(N1)C)F